FC(C(=O)O)(F)F.FC1=C(C=C(C=C1)F)S(=O)(=O)N 2,5-difluorobenzenesulfonamide trifluoroacetate salt